7-FLUORO-5-METHOXYINDOLE-3-CARBOXALDEHYDE FC=1C=C(C=C2C(=CNC12)C=O)OC